C(C)(=O)ON(CCN(OC(C)=O)OC(C)=O)OC(C)=O.[Na].[Na].[Co] cobalt disodium ethylenediamine tetraacetate